CN1C2=C(OC[C@@H](C1=O)NC(C(=O)N[C@H](C)C1=CC=CC=C1)=O)C=CC(=C2)C#CC2CN(C2)C N1-((S)-5-methyl-7-((1-methyl-azetidin-3-yl)ethynyl)-4-oxo-2,3,4,5-tetrahydrobenzo[b][1,4]oxazepin-3-yl)-N2-((R)-1-phenylethyl)oxalamide